FC1=C(C=CC=C1)C1=C(C(=NC=C1)C1CCOCC1)NC(=O)C=1C=NC(=NC1)C(C)C N-[4-(2-fluorophenyl)-2-tetrahydropyran-4-yl-3-pyridyl]-2-isopropyl-pyrimidine-5-carboxamide